C1(CCCCC1)C=1C=C(C(=O)O)C=C(C1)C1CCCCC1 3,5-Dicyclohexylbenzoic acid